CC(C(C#CC1=CC=CC=C1)(O)C1=CC=CC=C1)(CC)C 4,4-dimethyl-1,3-diphenylhex-1-yn-3-ol